C(C)N(C=1C=C2CN(C(C2=CC1)=O)C1C(NC(CC1)=O)=O)[C@H]1[C@H](CCCC1)NCC 3-(5-(ethyl((1R,2S)-2-(ethylamino)cyclohexyl)amino)-1-oxoisoindolin-2-yl)piperidine-2,6-dione